3'-bromo-6'-methylspiro[cyclopropane-1,5'-pyrrolo[3,4-b]pyridin]-7'(6'H)-one BrC=1C=C2C(=NC1)C(N(C21CC1)C)=O